FC1(C2CN(CC12)C1=CC=C(C(=N1)C)CN)F (6-(6,6-difluoro-3-azabicyclo[3.1.0]hexan-3-yl)-2-methylpyridin-3-yl)methanamine